C(C=C)C1=C(C=CC(=C1)C(=O)OC(C)(C)C)[C@H]1N(CC[C@@H](C1)O)C(=O)OC(C)(C)C tert-butyl (2s,4s)-2-(2-allyl-4-(tert-butoxycarbonyl) phenyl)-4-hydroxypiperidine-1-carboxylate